C(C)(C)(C)OC(=O)NC=1SC(=C(N1)C(=O)OC)C1COCC1 Methyl 2-((tert-butoxycarbonyl)amino)-5-(tetrahydrofuran-3-yl)thiazole-4-carboxylate